N=1N(N=C2C1C=CC=C2)C2=C(C(=CC(=C2)C(C)(C)CC)C(C)(C)CC)O 2-(2H-benzotriazol-2-yl)-4,6-bis-tert-amylphenol